CN(C(CC1=NSC=N1)C)C 3-(2-(dimethylamino)propyl)-1,2,4-thiadiazole